4-(cyclopropylmethoxy)pyrrolidine-1-carboxylic acid tert-butyl ester C(C)(C)(C)OC(=O)N1CCC(C1)OCC1CC1